potassium ethyl glycolate C(CO)(=O)OCC.[K]